((1S,4S,5S)-4-(4-(8-azido-2-methyloctan-2-yl)-2,6-dimethoxyphenyl)-6,6-dimethylbicyclo[3.1.1]hept-2-en-2-yl)methanamine N(=[N+]=[N-])CCCCCCC(C)(C)C1=CC(=C(C(=C1)OC)[C@H]1C=C([C@@H]2C([C@H]1C2)(C)C)CN)OC